N[C@@]1(CCOC2=C(C(=CC=C12)F)F)CO |r| (rac)-(4-amino-7,8-difluorochroman-4-yl)methanol